N-[3-(ethoxydimethylsilyl)propyl]guanidine C(C)O[Si](CCCNC(=N)N)(C)C